2-(trifluoromethyl)-7,8-dihydropyrido[2',3':4,5]pyrrolo[1,2-a]pyrazin-9(6H)-one FC(C=1C=CC2=C(C=C3N2CCNC3=O)N1)(F)F